3-((trimethylsilyl)oxy)pyrrolidin-2-one C[Si](OC1C(NCC1)=O)(C)C